Maleic acid sodium salt [Na+].C(\C=C/C(=O)[O-])(=O)[O-].[Na+]